N-([4-[4-[[2-(4-chlorophenyl)-4,4-dimethylcyclohexen-1-yl]methyl]piperazin-1-yl]phenyl]sulfonyl)-3-methyl-1H-pyrazole-5-carboxamide ClC1=CC=C(C=C1)C1=C(CCC(C1)(C)C)CN1CCN(CC1)C1=CC=C(C=C1)S(=O)(=O)NC(=O)C1=CC(=NN1)C